6-[(3-chlorophenyl)methyl]-2-(3,4-dichlorophenyl)-1-ethyl-4-oxo-pyridine-3-carboxylic acid ClC=1C=C(C=CC1)CC1=CC(C(=C(N1CC)C1=CC(=C(C=C1)Cl)Cl)C(=O)O)=O